C(C)(C)(C)OC(=O)N1CC2(CCCC2)[C@@](CC1)(O)CN1C(C=C(C(=C1)C(=O)OCC)C1=CC=CC=C1)=O (R)-10-((5-(ethoxycarbonyl)-2-oxo-4-phenylpyridin-1(2H)-yl)methyl)-10-hydroxy-7-azaspiro[4.5]Decane-7-carboxylic acid tert-butyl ester